ClC1=CC=C(C=C1)C1(CCC1)CN (1-(4-chlorophenyl)cyclobutyl)methanamine